2-((7-bromo-5-chloro-4-oxo-3,4-dihydrophthalazin-1-yl)methyl)isoindoline-1,3-dione BrC1=CC(=C2C(NN=C(C2=C1)CN1C(C2=CC=CC=C2C1=O)=O)=O)Cl